NC=1SC(=NN1)S 2-amino-5-sulfydryl-1,3,4-thiadiazole